4-amino-N-methoxy-N-methyl-1,2,5-oxadiazole-3-carboxamide NC=1C(=NON1)C(=O)N(C)OC